6-chloro-N-[2,4-difluoro-3-(7-fluoro-2-{[1-(2-methoxyethyl)piperidin-4-yl]amino}quinazolin-6-yl)phenyl]-1-hydroxy-2,3-dihydro-1H-indene-4-sulfonamide ClC=1C=C(C=2CCC(C2C1)O)S(=O)(=O)NC1=C(C(=C(C=C1)F)C=1C=C2C=NC(=NC2=CC1F)NC1CCN(CC1)CCOC)F